C1(=CC=C(C=C1)COC=1N=C(SC1)C(=O)O)C1=CC=CC=C1 4-([1,1'-biphenyl]-4-ylmethoxy)thiazole-2-carboxylic acid